methyl 1-(4-(1-(tert-butoxycarbonyl) azetidin-3-yl)-2,6-diisopropylbenzyl)-piperidine-4-carboxylate C(C)(C)(C)OC(=O)N1CC(C1)C1=CC(=C(CN2CCC(CC2)C(=O)OC)C(=C1)C(C)C)C(C)C